C(C)N1CC2C(C(C1)CO)CC(C2C)O 2-ethyl-4-hydroxymethyl-7-methyl-octahydro-1H-cyclopenta[c]pyridin-6-ol